cysteamide-d N[C@@H](CS(=O)(O)=O)C(=O)N[2H]